FC1=CC=C(C=C1)C(C[Al](CC(C)C1=CC=C(C=C1)F)CC(C)C1=CC=C(C=C1)F)C tris[2-(4-fluorophenyl)-propyl]aluminum